[Mg+2].P(=O)([O-])([O-])[O-].[Ca+2] calcium phosphate, magnesium salt